C(#C)C1=CC(=C(CNC(=O)[C@H]2N(C[C@@H](C2)O)C([C@H](C(C)(C)C)NC(OC2=CC=CC=C2)=O)=O)C=C1)OC Phenyl ((S)-1-((2S,4R)-2-((4-ethynyl-2-methoxybenzyl)carbamoyl)-4-hydroxypyrrolidin-1-yl)-3,3-dimethyl-1-oxobutan-2-yl)carbamate